[C@H]12CNC[C@H](CC1)N2C2=NC(=NC1=C(C(=C(C=C21)F)C2=CC=CC1=CC=CC(=C21)Cl)F)OC[C@]21CCCN1C[C@@H](C2)F 4-((1R,5S)-3,8-diazabicyclo[3.2.1]octan-8-yl)-7-(8-chloronaphthalen-1-yl)-6,8-difluoro-2-(((2R,7aS)-2-fluorotetrahydro-1H-pyrrolizin-7a(5H)-yl)methoxy)quinazoline